BrC1=CC=2C(NS(=NC2C=C1)(=O)C)=O 8-bromo-3-methyl-3-oxo-3λ6-thia-2,4-diazabicyclo[4.4.0]deca-1(6),2,7,9-tetraen-5-one